1-octylnonyl 8-[2-[4-[4-[2-[[8-(1-octylnonoxy)-8-oxo-octyl]-(6-oxo-6-undecoxy-hexyl) amino]ethyl]piperazine-1-carbonyl] piperazin-1-yl]ethyl-(6-oxo-6-undecoxy-hexyl)amino]octanoate C(CCCCCCC)C(CCCCCCCC)OC(CCCCCCCN(CCN1CCN(CC1)C(=O)N1CCN(CC1)CCN(CCCCCCCC(=O)OC(CCCCCCCC)CCCCCCCC)CCCCCC(OCCCCCCCCCCC)=O)CCCCCC(OCCCCCCCCCCC)=O)=O